4-[bromo(diethyl)silyl]butanenitrile Br[Si](CCCC#N)(CC)CC